C1(CCC(=O)OCO1)=O 2-methylidene succinate